[Na+].C(CCCCCCC)S(=O)(=O)[O-] octanesulfonate sodium